tris-(dodecyl-phenyl)-sulfonium tetrakis(3,5-bis-trifluoromethylphenyl)borate Methyl-(2R)-2-{[(1,2,3,5,6,7-hexahydro-s-indacen-4-yl)carbamoyl]amino}-3-(pyridazin-3-yl)propanoate COC([C@@H](CC=1N=NC=CC1)NC(NC1=C2CCCC2=CC=2CCCC12)=O)=O.FC(C=1C=C(C=C(C1)C(F)(F)F)[B-](C1=CC(=CC(=C1)C(F)(F)F)C(F)(F)F)(C1=CC(=CC(=C1)C(F)(F)F)C(F)(F)F)C1=CC(=CC(=C1)C(F)(F)F)C(F)(F)F)(F)F.C(CCCCCCCCCCC)C1=C(C=CC=C1)[S+](C1=C(C=CC=C1)CCCCCCCCCCCC)C1=C(C=CC=C1)CCCCCCCCCCCC